D-(-)-β-hydroxybutyric acid CC(CC(=O)[O-])O.[Na+]